1-butoxy-3,5-difluorobenzene C(CCC)OC1=CC(=CC(=C1)F)F